N-[6-chloro-5-[[(2,4-difluorophenyl)sulfonyl]amino]-4,5'-dimethyl[3,4'-bipyridin]-2'-yl]cyclopropanecarboxamide ClC1=C(C(=C(C=N1)C1=CC(=NC=C1C)NC(=O)C1CC1)C)NS(=O)(=O)C1=C(C=C(C=C1)F)F